8'-methyl-1',1'-dioxido-7'-(2-(pyrrolidin-1-yl)ethoxy)-2,3,5,6-tetrahydrospiro[pyran-4,4'-pyrido[2,3-b][1,4,5]oxathiazepin] CC1=CC2=C(OC3(C=NS2(=O)=O)CCOCC3)N=C1OCCN1CCCC1